C(C1=CC=CC=C1)P1(OC2=CC=CC=C2C=2C=CC=CC12)=O 10-benzyl-9,10-dihydro-9-oxa-10-phosphaphenanthrene-10-oxide